C(C(O)CC(=O)[O-])(=O)[O-].[Na+].C(C(O)CC(=O)O)(=O)O.[K+] potassium malate sodium malate